Methyl 2-((1R,3R,5S)-3-((5-cyclopropyl-3-(2,6-difluorophenyl) isoxazol-4-yl) methoxy)-8-azabicyclo[3.2.1]oct-8-yl)-6,7-dihydrobenzofuro[7,6-d]thiazole-5-carboxylate C1(CC1)C1=C(C(=NO1)C1=C(C=CC=C1F)F)COC1C[C@H]2CC[C@@H](C1)N2C=2SC1=C(N2)C2=C(CCO2)C(=C1)C(=O)OC